FC=1C=C(C(=O)NO)C=C(C1CN1N=C(N=N1)C1=NC2=CC=CC=C2C=C1)F 3,5-difluoro-4-[[5-(2-quinolinyl)tetrazol-2-yl]methyl]benzohydroxamic acid